6-(benzofuran-5-yl)-N-(5,6-difluoro-1H-indol-3-yl)-3,4-dihydroisoquinoline-2(1H)-Formamide O1C=CC2=C1C=CC(=C2)C=2C=C1CCN(CC1=CC2)C(=O)NC2=CNC1=CC(=C(C=C21)F)F